2-(4-formyl-1-piperidyl)-5-(1-hydroxy-1-methyl-ethyl)-1,3-benzothiazol-6-yl-2-methyl-oxazole-4-carboxamide C(=O)C1CCN(CC1)C=1SC2=C(N1)C=C(C(=C2)C2=C(N=C(O2)C)C(=O)N)C(C)(C)O